[Si](C)(C)(C(C)(C)C)O[C@@H]1[C@@](O[C@H]([C@H]1F)N1C2=NC(=NC(=C2N=C1)NC(C1=CC=CC=C1)(C1=CC=CC=C1)C1=CC=C(C=C1)OC)F)(C=C)CO [(2R,3R,4S,5R)-3-[(tert-butyldimethylsilyl)oxy]-2-ethenyl-4-fluoro-5-(2-fluoro-6-{[(4-methoxyphenyl)diphenylmethyl]amino}purin-9-yl)oxolan-2-yl]methanol